ClC1=C(N(C2=C1C=1C=NN(C1C=C2)S(=O)(=O)C2=CC=CC=C2)CC2=CC=C(CCN(C(OC(C)(C)C)=O)CCCF)C=C2)C2=C(C=CC=C2)C tert-butyl (4-((8-chloro-3-(phenylsulfonyl)-7-(o-tolyl)pyrrolo[3,2-e]indazol-6(3H)-yl)methyl)phenethyl)(3-fluoropropyl)carbamate